C1(CCCCC1)NS(O)(=O)=O N-cyclohexylsulfamic acid